N[C@H]1C[C@@H](CC1)C(=O)NCCN1C(C=CC1=O)=O (1R,3R)-3-amino-N-[2-(2,5-dioxo-2,5-dihydro-1H-pyrrol-1-yl)ethyl]cyclopentanecarboxamide